N1=C2C(=CC=C1)CN(C2)C(=O)C=2C(=C1CN(C(C1=CC2F)=O)C2C(NC(CC2)=O)=O)F 3-(5-(6,7-dihydro-5H-pyrrolo[3,4-b]pyridine-6-carbonyl)-4,6-difluoro-1-oxoisoindolin-2-yl)piperidine-2,6-dione